6-((2-methoxy-4-(morpholine-4-carbonyl)phenyl)amino)-4-(methylamino)-1H-pyrrolo[2,3-b]pyridine-3-carbonitrile COC1=C(C=CC(=C1)C(=O)N1CCOCC1)NC1=CC(=C2C(=N1)NC=C2C#N)NC